1-(2-bromoethyl)-6-oxo-1,6-dihydropyridine-3-carboxylic acid methyl ester COC(=O)C1=CN(C(C=C1)=O)CCBr